N=C1NC(NCC1)=O imino-tetrahydropyrimidinone